CN1C(=NC2=C1C=CC=C2C2=CC=C(C=C2)C(=O)N2CCOCC2)C(F)(F)F (4-(1-methyl-2-(trifluoromethyl)-1H-benzimidazol-4-yl)phenyl)(morpholin-4-yl)methanone